4-[2-chloro-4-[[5-[1-(cyanomethyl)-3-(trifluoromethyl)pyrazol-4-yl]-1-methyl-imidazole-2-carbonyl]amino]benzoyl]-N-[(3-hydroxyazetidin-3-yl)methyl]piperazine-1-carboxamide ClC1=C(C(=O)N2CCN(CC2)C(=O)NCC2(CNC2)O)C=CC(=C1)NC(=O)C=1N(C(=CN1)C=1C(=NN(C1)CC#N)C(F)(F)F)C